BrC=1C=C2C(=NC=NN2C1)Cl 6-bromo-4-chloro-pyrrolo[2,1-f][1,2,4]triazine